tert-butyl 3-amino azetidine-1-carboxylate CC1(CN(C1)C(=O)OC(C)(C)C)N